N-(5-chloro-2,4-difluoro-phenyl)-6-(7,8-dimethyl-[1,2,4]triazolo[4,3-b]pyridazin-6-yl)-7,8-dihydro-5H-1,6-naphthyridin-3-amine ClC=1C(=CC(=C(C1)NC=1C=NC=2CCN(CC2C1)C=1C(=C(C=2N(N1)C=NN2)C)C)F)F